4-((6-aminopyridin-3-yl)methyl)-2-chlorobenzonitrile NC1=CC=C(C=N1)CC1=CC(=C(C#N)C=C1)Cl